methyl 2-methylthiobenzoate CC1=C(C(=S)OC)C=CC=C1